C(CCC)[Sn](C1=NC2=CC=CC=C2C=C1)(CCCC)CCCC 2-(tributylstannyl)quinoline